propane-1,2-diyl distearate C(CCCCCCCCCCCCCCCCC)(=O)OCC(C)OC(CCCCCCCCCCCCCCCCC)=O